4-({3-[(2,3-dihydro-1H-inden-2-yloxy)methyl]-4-(5-ethoxy-4-methylpyridin-3-yl)phenyl}amino)oxane-4-carboxylic acid C1C(CC2=CC=CC=C12)OCC=1C=C(C=CC1C=1C=NC=C(C1C)OCC)NC1(CCOCC1)C(=O)O